C(=C\C=C)/C1=CC=CC=C1 (E)-but-1,3-diene-1-yl-benzene